COCC=1C=C(C=CC1B1OC(C(O1)(C)C)(C)C)NC(C(=C)C)=O N-(3-(methoxymethyl)-4-(4,4,5,5-tetramethyl-1,3,2-dioxaborolan-2-yl)phenyl)methacrylamide